5-((1-hydroxy-2-methylpropan-2-yl)oxy)-1H-pyrazole-3-carboxylic acid ethyl ester C(C)OC(=O)C1=NNC(=C1)OC(CO)(C)C